dithiocarbamic acid nickel salt [Ni+2].C(N)([S-])=S.C(N)([S-])=S